BrCCCCCCC(=O)OCCCCCCCCCCCC dodecyl 7-bromoheptanoate